ClC1=C(OC2=NC=C(C=C2C(=O)NC2=CC(=C(C=C2)F)F)C(F)(F)F)C=CC(=C1)OC(F)(F)F 2-[2-chloro-4-(tri-fluoromethoxy)-phenoxy]-N-(3,4-difluorophenyl)-5-(trifluoromethyl)pyridine-3-carboxamide